5-(5-((1R,3r,5S,6r)-3-(hexahydropyrrolo[1,2-a]pyrazin-2(1H)-yl)bicyclo[3.1.0]hexan-6-yl)-1-isopropyl-1H-pyrazol-3-yl)-3-(trifluoromethyl)pyridin-2-amine C1C2N(CCN1C1C[C@H]3C([C@H]3C1)C1=CC(=NN1C(C)C)C=1C=C(C(=NC1)N)C(F)(F)F)CCC2